(2R,3R,4S,5R,6S)-3-hydroxy-2-(hydroxymethyl)-4-(4-(3,4,5-trifluorophenyl)-1H-1,2,3-triazol-1-yl)-1,7-dioxaspiro[5.5]undecane-5-yl 3-methoxybenzoate COC=1C=C(C(=O)O[C@@H]2[C@H]([C@H]([C@H](O[C@]23OCCCC3)CO)O)N3N=NC(=C3)C3=CC(=C(C(=C3)F)F)F)C=CC1